2-(3,4-difluorophenyl)-N-[4-(4-Fluoro-1H-pyrazol-1-yl)-3-sulfamoylphenyl]acetamide FC=1C=C(C=CC1F)CC(=O)NC1=CC(=C(C=C1)N1N=CC(=C1)F)S(N)(=O)=O